S1C(=CC2=C1C=CC=C2)C2(CCNCC2)C 4-(1-Benzothien-2-yl)-4-methylpiperidine